(3-chloropyridin-2-yl)(3-(4-(5-ethylpyrimidin-4-yloxy)-2-(hydroxymethyl)phenyl)pyrrolidin-1-yl)methanone ClC=1C(=NC=CC1)C(=O)N1CC(CC1)C1=C(C=C(C=C1)OC1=NC=NC=C1CC)CO